C1=CC2=C(C=C1O)C(=CN2Cl)CCN serotonin chloride